3-bromo-4-(((S)-2-hydroxy-1-((1s,4R)-4-hydroxy-4-methylcyclohexyl)ethyl)amino)-5-nitrobenzenesulfonamide BrC=1C=C(C=C(C1N[C@H](CO)C1CCC(CC1)(C)O)[N+](=O)[O-])S(=O)(=O)N